BrC1=CC=C(C=C1)C1C(CC1)(F)F 1-bromo-4-(2,2-difluorocyclobutyl)benzene